4-(methylamino)-1-(3-(2-phenoxyethyl)phenyl)-7-(trifluoromethyl)quinazolin-2(1H)-one CNC1=NC(N(C2=CC(=CC=C12)C(F)(F)F)C1=CC(=CC=C1)CCOC1=CC=CC=C1)=O